CC1(CN(C1)C(=O)OC(C)(C)C)C=1C=C2C(=NC=NC2=CC1)NC1=C(C(=C(C=C1)F)F)F tert-butyl 3-methyl-3-[4-(2,3,4-trifluoroanilino)quinazolin-6-yl]azetidine-1-carboxylate